biphenyl Diphenyl-Phosphate rac-Ethyl-(1r,2r)-2-(3-(3-(hydroxymethyl)-2-methyloxiran-2-yl)phenyl)cyclopropane-1-carboxylate C(C)OC(=O)[C@H]1[C@@H](C1)C1=CC(=CC=C1)C1(OC1CO)C.C1(=CC=CC=C1)OP(=O)(OC1=CC=CC=C1)O.C1(=CC=CC=C1)C1=CC=CC=C1